5-amino-N-(2-{4-amino-7-oxa-2-azaspiro[4.5]decan-2-yl}-4-fluoro-5,6,7,8-tetrahydroquinolin-6-yl)-2-methylthieno[2,3-d]pyrimidine-6-carboxamide NC1=C(SC=2N=C(N=CC21)C)C(=O)NC2CC=1C(=CC(=NC1CC2)N2CC1(C(C2)N)COCCC1)F